FC1=C(C(=CC(=C1)F)F)OB(O)O 2,4,6-trifluorophenylboric acid